C(CCCCCCC)C1=C(C(NC(N1)=O)=O)N 6-n-octyl-aminouracile